methyl hydrogen (3-((6-amino-2-((1-hydroxypropane-2-yl)oxy)-9H-purine-9-yl)methyl)benzyl)phosphonate NC1=C2N=CN(C2=NC(=N1)OC(CO)C)CC=1C=C(CP(OC)(O)=O)C=CC1